[B-][NH2+]CC[NH2+][B-] EthylenediamineBisborane